2-Cyano-N-(4-(((2R,5S)-3-(4-cyano-3-(trifluoromethyl)phenyl)-2-(trifluoromethyl)oxazolidin-5-yl)methoxy)phenyl)acetamid C(#N)CC(=O)NC1=CC=C(C=C1)OC[C@@H]1CN([C@H](O1)C(F)(F)F)C1=CC(=C(C=C1)C#N)C(F)(F)F